N-(3-((5-(difluoromethyl)-2-((3-methyl-1-(8-methyl-8-azabicyclo[3.2.1]octan-3-yl)-1H-pyrazol-4-yl)amino)pyrimidin-4-yl)amino)propyl)cyclobutanecarboxamide FC(C=1C(=NC(=NC1)NC=1C(=NN(C1)C1CC2CCC(C1)N2C)C)NCCCNC(=O)C2CCC2)F